4-[2-Oxo-6-[2-(trifluoromethyl)phenyl]-1H-pyridin-4-yl]-1H-pyrrolo[2,3-b]pyridine-2-carbonitrile O=C1NC(=CC(=C1)C1=C2C(=NC=C1)NC(=C2)C#N)C2=C(C=CC=C2)C(F)(F)F